C1(CCCCC1)C1=CC2=C(C3=CC=C(C=C3C(=C2C=C1)N(C1=CC=C(C=C1)C(C)(C)C)C1=CC=C(C=C1)C(C)C)C1CCCCC1)N(C1=CC=C(C=C1)C(C)(C)C)C1=CC=C(C=C1)C(C)C 2,6-dicyclohexyl-N,N'-bis(4-isopropylphenyl)-N,N'-bis(4-tert-butylphenyl)anthracene-9,10-diamine